C1(CC1)C[C@@H](C(=O)N[C@H](C(=O)OC)C[C@H]1C(NCC1)=O)NC([C@H](CC1=CC=CC2=CC=CC=C12)NC(=O)C1=NOC(=C1)C)=O (S)-methyl 2-((S)-3-cyclopropyl-2-((S)-2-(5-methylisoxazole-3-carboxamido)-3-(naphthalen-1-yl)propanamido)propanamido)-3-((S)-2-oxopyrrolidin-3-yl)propanoate